ClC=1C=C(C=CC1Cl)C=1N(C(=CC(C1C(=O)O)=O)CN1C(C2=CC=CC=C2C1)=O)CC 2-(3,4-dichlorophenyl)-1-ethyl-4-oxo-6-[(1-oxoisoindolin-2-yl)methyl]pyridine-3-carboxylic acid